N-((3R,4S)-4-cyano-1-(7-(8-ethynyl-3-hydroxynaphthalen-1-yl)-8-fluoro-2-((tetrahydro-1H-pyrrolizin-7a(5H)-yl)methoxy)pyrido[4,3-d]pyrimidin-4-yl)-4-methylazepan-3-yl)acrylamide C(#N)[C@@]1([C@H](CN(CCC1)C=1C2=C(N=C(N1)OCC13CCCN3CCC1)C(=C(N=C2)C2=CC(=CC1=CC=CC(=C21)C#C)O)F)NC(C=C)=O)C